C1(CC1)C=1N=NN(C1)[C@H](C(=O)N1[C@@H](C[C@H](C1)O)C(=O)NCC=1C=NN(C1C)CC(C)C)C(C)(C)C (2S,4r)-1-[(2S)-2-(4-cyclopropyl-triazol-1-yl)-3,3-dimethyl-butyryl]-4-hydroxy-N-[(1-isobutyl-5-methyl-pyrazol-4-yl)methyl]pyrrolidine-2-carboxamide